3-cyclopropyl-N-(2,2-dicyclopropyl-1-(5-((2-oxo-4-(trifluoromethyl)imidazolidin-1-yl)methyl)benzo[d]oxazol-2-yl)ethyl)isoxazole-4-carboxamide C1(CC1)C1=NOC=C1C(=O)NC(C(C1CC1)C1CC1)C=1OC2=C(N1)C=C(C=C2)CN2C(NC(C2)C(F)(F)F)=O